COC=1C(=CC2=C(N(C=N2)C2=CC=C(C(=N2)N2N=C(C=C2C)C#N)[C@@H]2OC[C@@H](C2)F)C1)NC=1N=NC(=CC1)C |r| 1-[6-[6-methoxy-5-[(6-methylpyridazin-3-yl)amino]benzimidazol-1-yl]-3-[rac-(2R,4R)-4-fluorooxolan-2-yl]pyridin-2-yl]-5-methylpyrazole-3-carbonitrile